FC(C=1C=C(C=C(C1)C(F)(F)F)B(O)O)(F)F 3,5-bis-(trifluoromethyl)-phenylboronic acid